methyl 3-(((tert-butoxycarbonyl)amino)methyl)-5-(difluoro (phenyl)methyl)-4,5-dihydroisoxazole-5-carboxylate C(C)(C)(C)OC(=O)NCC1=NOC(C1)(C(=O)OC)C(C1=CC=CC=C1)(F)F